OC12CCC(C2(CCC(C1)=O)C)=O hexahydro-3A-hydroxy-7A-methyl-1,5-indandione